C[C@]1([C@@H]([C@H](O[C@H]1N2C=CC(=NC2=O)N)CO)O)F 2'-Deoxy-2'-fluoro-2'-C-methylcytidine